FC=1C(=C(C=NC1)[C@H]1C2=C(NC(=C1C(=O)OC)C)COC2=O)[C@H](C)F methyl (R)-4-(5-fluoro-4-((S)-1-fluoroethyl) pyridin-3-yl)-2-methyl-5-oxo-1,4,5,7-tetrahydrofuro[3,4-b]pyridine-3-carboxylate